1-(trifluoromethyl)-3H-1λ3,2-benziodaoxol-3-one FC(I1OC(C2=C1C=CC=C2)=O)(F)F